(2S,3R,4S)-2-((6-((3-bromobenzyl)amino)-2-(prop-1-yn-1-yl)-9H-purine-9-yl)methyl)tetrahydrothiophene-3,4-diol BrC=1C=C(CNC2=C3N=CN(C3=NC(=N2)C#CC)C[C@@H]2SC[C@H]([C@H]2O)O)C=CC1